[(1R,5S,6S)-6-(5,5-dimethyl-4,5-dihydro-1,2-oxazol-3-yl)-3-azabicyclo[3.1.0]hex-3-yl](1-[(1S)-1-(tetrahydro-2H-pyran-4-yl)ethyl]-1H-imidazol-4-yl)methanone CC1(CC(=NO1)C1[C@H]2CN(C[C@@H]12)C(=O)C=1N=CN(C1)[C@@H](C)C1CCOCC1)C